OC1=CC(=CC=C1)O 1,3-DIHYDROXYBENZENE